ClC=1C=C(NC2(CCC3(C(CC4=CC=CC=C34)CCCOC3=NC=NC=4CCCCC34)CC2)C(=O)O)C=CC1 (1r,4r)-4-(3-Chloroanilino)-2'-{3-[(5,6,7,8-tetrahydroquinazolin-4-yl)oxy]propyl}-2',3'-dihydrospiro[cyclohexane-1,1'-indene]-4-carboxylic acid